methyl (S)-5-(1-aminoisoquinolin-5-yl)-3-(2-(2-ethoxy-2-oxoethyl) phenoxy)-2,3-dihydrospiro[indene-1,4'-piperidine]-1'-carboxylate NC1=NC=CC2=C(C=CC=C12)C=1C=C2[C@H](CC3(CCN(CC3)C(=O)OC)C2=CC1)OC1=C(C=CC=C1)CC(=O)OCC